7-(8-((2,3-dichlorophenyl)thio)imidazo[1,2-c]pyrimidin-5-yl)-7-azaspiro[3.5]nonan-2-amine ClC1=C(C=CC=C1Cl)SC=1C=2N(C(=NC1)N1CCC3(CC(C3)N)CC1)C=CN2